C(C)(C)OC1=CC=C(C=N1)C1=CC=C(C(=N1)N1C(CC(C1)C)(C)C)C(=O)NS(=O)(=O)C1=CC=NN1 6-(6-Isopropoxy-3-pyridyl)-N-(1H-pyrazol-5-ylsulfonyl)-2-(2,2,4-trimethylpyrrolidin-1-yl)pyridin-3-carboxamid